C(C)(C)(C)OC(=O)N1C(CCCC1)C1=NC=C(C(=C1)C(N)=O)N (5-amino-4-carbamoylpyridin-2-yl)piperidine-1-carboxylic acid tert-butyl ester